ClC\C=C(/CO[Si](C)(C)C)\CC\C=C(\CCC=C(C)C)/C (((2Z,5E)-2-(2-chloroethylidene)-6,10-dimethylundeca-5,9-dien-1-yl)oxy)trimethyl-silane